2-Ethyl 3-((4-(3-(dimethylamino)phenyl)thiazol-2-yl)amino)-3-oxopropanoate CN(C=1C=C(C=CC1)C=1N=C(SC1)NC(CC(=O)OCC)=O)C